C(CCCCCCC1=CC=C2C=CN=C(C2=C1)N)C1=CC=C2C=CN=C(C2=C1)N 7,7'-(heptane-1,7-diyl)bis(isoquinolin-1-amine)